2-propenoic acid, 2-[[(butylamino)carbonyl]oxy]ethyl ester C(C=C)(=O)OCCOC(=O)NCCCC